OC1=CC=C2C(=C(C(OC2=C1)=O)C1=CC=C(C(=O)NCCN2CCOCC2)C=C1)C 4-(7-hydroxy-4-methyl-2-oxo-2H-chromen-3-yl)-N-(2-morpholinoethyl)benzamide